(3-((benzyloxy)methyl)-4-ethyl-5-oxo-4,5-dihydro-1H-1,2,4-triazol-1-yl)-3-fluoro-8-methyl-6-(o-tolyl)pyrido[2,3-d]pyridazin-5(6H)-one C(C1=CC=CC=C1)OCC1=NN(C(N1CC)=O)C=1C(=CC2=C(C(=NN(C2=O)C2=C(C=CC=C2)C)C)N1)F